BrC=1C=NN(C1C1=C(C#N)C=C(C=C1)C)C 2-(4-bromo-1-methyl-1H-pyrazol-5-yl)-5-methylbenzonitrile